2-(5-(8-methoxy-[1,2,4]triazolo[1,5-a]pyridin-6-yl)-4-(2,2,2-trifluoroethyl)-1-((2-(trimethylsilyl)ethoxy)methyl)-1H-pyrazol-3-yl)-4-methyl-5-(1,4-dioxaspiro[4.5]decan-8-yl)thiazole COC=1C=2N(C=C(C1)C1=C(C(=NN1COCC[Si](C)(C)C)C=1SC(=C(N1)C)C1CCC3(OCCO3)CC1)CC(F)(F)F)N=CN2